(R)-4-(2-azido-1-methoxyprop-2-yl)-6-chloro-1-cyclopropoxy-2,7-naphthyridine N(=[N+]=[N-])[C@](COC)(C)C1=CN=C(C2=CN=C(C=C12)Cl)OC1CC1